4-(2,3,3a,4,5,6,7,7a-octahydropyrrolo[3,2-c]pyridin-1-yl)-5-chloro-2-(2-fluoro-4-pyridinyl)-1H-pyrimidin-6-one N1(CCC2CNCCC21)C=2N=C(NC(C2Cl)=O)C2=CC(=NC=C2)F